dimethyl p-phenylenediamine dinitrate [N+](=O)(O)[O-].[N+](=O)(O)[O-].CNC1=CC=C(C=C1)NC